N1=CC=C(C=C1)CN1CCN(CC1)C(=O)C1=C(C=CC=C1)C(C)=O 1-(2-(4-(pyridin-4-ylmethyl)piperazine-1-carbonyl)phenyl)ethanone